N1=C(C=CC=C1)C1CCC(NC1)=O 5-(pyridin-2-yl)piperidin-2-one